4-methyl-N-((R,E)-4-(methylsulfonyl)but-3-en-2-yl)pyrimidine-2-carboxamide CC1=NC(=NC=C1)C(=O)N[C@H](C)\C=C\S(=O)(=O)C